4-hydroxy-3-methylbut-2-enyl phosphate P(=O)(OCC=C(CO)C)([O-])[O-]